2,3-di-tert-butyl-4-cresol C(C)(C)(C)C1=C(C(=CC=C1O)C)C(C)(C)C